4-(4-Chloro-2,6-dimethoxyphenyl)-1-ethyl-5-methylindolin-2-one ClC1=CC(=C(C(=C1)OC)C1=C2CC(N(C2=CC=C1C)CC)=O)OC